CC1=C(C(=CC(=C1)C)C)S(=O)(=O)[O-].N[N+]1=CC(=CC(=C1)N1CCC(CC1)NC(=O)OC(C)(C)C)Br 1-amino-3-bromo-5-(4-((tert-butoxycarbonyl)amino)piperidin-1-yl)pyridin-1-ium 2,4,6-trimethylbenzenesulfonate